CC1=NC(=NO1)C1=CC=C2C=CN=C(C2=C1)NCCC(=O)NC=1SC2=C(N1)C(=CC=C2OCCC)C(F)(F)F 3-((7-(5-methyl-1,2,4-oxadiazol-3-yl)isoquinolin-1-yl)amino)-N-(7-propoxy-4-(trifluoromethyl)benzo[d]thiazol-2-yl)propanamide